BrC1=CC(=C(C=C1)CC(C)O)Cl 1-(4-bromo-2-chlorophenyl)propan-2-ol